(R)-1-methylpyrrolidin-3-yl (R)-1-(6-(5-(6-methylpyridin-2-yl)-1H-imidazol-4-yl)quinolin-3-yl)pyrrolidine-3-carboxylate CC1=CC=CC(=N1)C1=C(N=CN1)C=1C=C2C=C(C=NC2=CC1)N1C[C@@H](CC1)C(=O)O[C@H]1CN(CC1)C